C1(=CC=CC=C1)C1=C(C=CC=C1C=1C2=CC=CC=C2C(=C2C=CC=CC12)C=1C=NC=CC1)C1=NC2=CC=CC=C2N=C1 2-phenyl-3-[10-(3-pyridyl)-9-anthryl]phenylquinoxaline